2-amino-N-((3R,4S)-3-methoxytetrahydro-2H-pyran-4-yl)-3-methyl-N-((5-(trifluoromethyl)-2-pyridinyl)methyl)-6-quinolinecarboxamide NC1=NC2=CC=C(C=C2C=C1C)C(=O)N(CC1=NC=C(C=C1)C(F)(F)F)[C@@H]1[C@H](COCC1)OC